propenyl-tributoxysilane C(=CC)[Si](OCCCC)(OCCCC)OCCCC